2-[7-bromo-2-(4-methoxyphenyl)[1,2,4]triazolo[1,5-c]quinazolin-5-yl]-N-[3-(dimethylamino)propyl]-D-alaninamide BrC1=CC=CC=2C=3N(C(=NC12)[C@@](N)(C)C(=O)NCCCN(C)C)N=C(N3)C3=CC=C(C=C3)OC